1-(2-bromo-5-chloro-3-fluorophenyl)ethan-1-one BrC1=C(C=C(C=C1F)Cl)C(C)=O